FC=1C(=C(C=CC1F)C(=O)N1C[C@]2(CC1)C=C(C(C(C2)(C)C)=O)C#N)OC (5R)-2-(3,4-difluoro-2-methoxybenzene-1-carbonyl)-9,9-dimethyl-8-oxo-2-azaspiro[4.5]dec-6-ene-7-carbonitrile